3-cyano-4-(hydroxymethyl)-5-(2-methyl-1H-benzimidazol-5-yl)benzoic acid C(#N)C=1C=C(C(=O)O)C=C(C1CO)C1=CC2=C(NC(=N2)C)C=C1